methyl 9-(4-((1-(3,3-difluoropropyl)azetidin-3-yl)methyl)phenyl)-6,7-dihydro-5H-benzo[7]annulene-3-carboxylate FC(CCN1CC(C1)CC1=CC=C(C=C1)C1=CCCCC2=C1C=CC(=C2)C(=O)OC)F